allyl (5S,8S,10aR)-5-((tert-butoxycarbonyl)amino)-8-(((R)-chroman-4-yl)carbamoyl)-6-oxooctahydropyrrolo[1,2-a][1,5]diazocine-3(4H)-carboxylate C(C)(C)(C)OC(=O)N[C@H]1CN(CC[C@@H]2N(C1=O)[C@@H](CC2)C(N[C@@H]2CCOC1=CC=CC=C21)=O)C(=O)OCC=C